4-(4-((5-chloro-4-(isobutylamino)-7H-pyrrolo[2,3-d]pyrimidin-2-yl)amino)-3-methoxyphenyl)-1-cyclopropyl-1,4-azaphosphinane 4-oxide ClC1=CNC=2N=C(N=C(C21)NCC(C)C)NC2=C(C=C(C=C2)P2(CCN(CC2)C2CC2)=O)OC